4-[5-(1-ethyl-3-methyl-1H-pyrazol-5-yl)-4H-1,2,4-triazol-3-yl]-1-[(3R)-pyrrolidin-3-yl]-1H-indazole-6-carboxamide C(C)N1N=C(C=C1C=1NC(=NN1)C1=C2C=NN(C2=CC(=C1)C(=O)N)[C@H]1CNCC1)C